OCCC1OCCN1 hydroxyethyl-1,3-oxazolidine